NC(CO)C beta-aminopropanol